2,6-bis(2-ethyloxyphenyl)-4-(4-(4-methylphenyl)aminophenyl)pyridine C(C)OC1=C(C=CC=C1)C1=NC(=CC(=C1)C1=CC=C(C=C1)NC1=CC=C(C=C1)C)C1=C(C=CC=C1)OCC